FC=1C(=C(OC=2C(=NC(=CN2)C(F)(F)F)C(=O)NC2=CC(=CC=C2)S(=O)(=O)C)C=CC1F)OC 3-(3,4-difluoro-2-methoxy-phenoxy)-N-[3-(methylsulfonyl)phenyl]-6-(trifluoromethyl)pyrazine-2-carboxamide